O=C1N(C(C=C1)=O)CCCC(=O)NC(CCC(NCCOCCOCCOCCOCCOCCOCCOCCOC)=O)C(NC(C(NC(C(=O)OC(C)(C)C)C)=O)C)=O tert-butyl 30-(4-(2,5-dioxo-2,5-dihydro-1H-pyrrol-1-yl) butanamido)-33,36-dimethyl-27,31,34-trioxo-2,5,8,11,14,17,20,23-octaoxa-26,32,35-triazaheptatriacontan-37-oate